1-[4-(2-hydroxyethoxy)-phenyl]-2-hydroxy-2-methyl-1-propane-One OCCOC1=CC=C(C=C1)C(C(C)(C)O)=O